ClC1=CC=C2CCC(NC2=C1OC1=CC=CC=C1)=O 7-chloro-8-phenoxy-1,2,3,4-tetrahydroquinolin-2-one